O=C1N(C(C(C1([2H])[2H])([2H])[2H])=O)[C@@H](C(=O)NC([2H])([2H])C1=C(C=CC=C1)F)C (R,S)-2-(2,5-dioxopyrrolidin-1-yl-3,3,4,4-d4)-N-((2-fluorophenyl)methyl-d2)propanamide